ClC1=C(C=C(NN1CC(F)(F)C1=C(C=C(C=C1)C)C)OC1=C(C(=CC=C1)C1CC1)F)C 6-chloro-3-(3-cyclopropyl-2-fluorophenoxy)-N-[2-(2,4-dimethylphenyl)-2,2-difluoroethyl]-5-methylpyridazine